2-(6-propan-2-ylpyridin-3-yl)-N-[(3S)-9-fluoro-2-oxo-5-phenyl-1,3-dihydro-1,4-benzodiazepine-3-Yl]pyrazolo[1,5-a]pyrimidine-3-carboxamide CC(C)C1=CC=C(C=N1)C1=NN2C(N=CC=C2)=C1C(=O)N[C@@H]1C(NC2=C(C(=N1)C1=CC=CC=C1)C=CC=C2F)=O